5-AMINOTETRAZOL NC1=NN=NN1